3-(3-((2-((4-methyl-2-(1-methylpiperidin-4-yl)thiazol-5-yl)amino)-5-(trifluoromethyl)pyrimidin-4-yl)amino)propyl)-1,3-oxazinan-2-one CC=1N=C(SC1NC1=NC=C(C(=N1)NCCCN1C(OCCC1)=O)C(F)(F)F)C1CCN(CC1)C